2-((2-methylenetetrahydro-1H-pyrrolizin-7a(5H)-yl)methoxy)-5,6,7,8-tetrahydropyrido[3,4-d]pyrimidin-4-yl 4-methylbenzenesulfonate CC1=CC=C(C=C1)S(=O)(=O)OC=1C2=C(N=C(N1)OCC13CCCN3CC(C1)=C)CNCC2